C(C)(C)(C)C=1C=C(C=C(C1)C(C)(C)C)C(C1=C(C=CC=C1)O)P(OCC)(OCC)=O Diethyl ((3,5-di-tert-butylphenyl)(2-hydroxyphenyl)methyl)phosphonate